C(C)C1=C(C=CC=C1)C1=CC2=C(O[C@H](CN2S(=O)(=O)C2=CC(=CC=C2)C(F)(F)F)CCC(=O)O)C=C1 (S)-3-(6-(2-ethylphenyl)-4-((3-(trifluoromethyl)phenyl)sulfonyl)-3,4-dihydro-2H-benzo[b][1,4]oxazin-2-yl)propanoic acid